C(C)(C)(C)OC(=O)N1C[C@H]2[C@@](C1)(C[C@H](C2)O)C.C[S+](C2C(CCCC2)=O)C dimethyl-(2-oxocyclohexyl)sulfonium tert-butyl-(3as,5s,6ar)-5-hydroxy-3a-methylhexahydrocyclopenta[c]pyrrole-2(1H)-carboxylate